CC(C(=O)OCS)(C)C mercaptomethyl 2-methylisobutyrate